(1S,2R)-2-[(1-chloro-7,8-dihydro-5H-pyrano[3,4-d]pyridazin-4-yl)amino]cyclohexan-1-ol ClC1=C2C(=C(N=N1)N[C@H]1[C@H](CCCC1)O)COCC2